4-(2-(8-fluoro-2-methylimidazo[1,2-a]pyridin-6-yl)-8-methoxy-4-oxo-4H-pyrido[1,2-a][1,3,5]triazin-7-yl)piperazine-1-carboxylic acid tert-butyl ester C(C)(C)(C)OC(=O)N1CCN(CC1)C=1C(=CC=2N(C(N=C(N2)C=2C=C(C=3N(C2)C=C(N3)C)F)=O)C1)OC